C(C#C)O[C@H]1[C@@H](COC1)O |r| (±)-trans-4-Prop-2-ynoxytetrahydrofuran-3-ol